3-(tert-butyl)-N-[(2,4-dimethylbenzyl)oxy]-1-methyl-5-[3-(trifluoromethyl)phenoxy]-1H-pyrazole-4-carboxamide C(C)(C)(C)C1=NN(C(=C1C(=O)NOCC1=C(C=C(C=C1)C)C)OC1=CC(=CC=C1)C(F)(F)F)C